p-sulfoanisole S(=O)(=O)(O)C1=CC=C(C=C1)OC